Methyl 9-(3-((1-(3-fluoropropyl)azetidin-3-yl)methyl)phenyl)-6,7-dihydro-5H-benzo[7]annulene-3-carboxylate FCCCN1CC(C1)CC=1C=C(C=CC1)C1=CCCCC2=C1C=CC(=C2)C(=O)OC